2,5-difluoro-4-(2-(1-(2-(methylthio)propionyl)piperidin-2-yl)imidazol-4-yl)benzonitrile FC1=C(C#N)C=C(C(=C1)C=1N=C(NC1)C1N(CCCC1)C(C(C)SC)=O)F